C(C)(=O)NC1=NN(C=C1C#N)C(=O)N(C)C acetamido-4-cyano-N,N-dimethyl-1H-pyrazole-1-carboxamide